C1(CC1)C=1C=C(C=2N(C1)C=C(N2)C=O)N2C(N(C(C2)=O)C)=O 6-cyclopropyl-8-(3-methyl-2,4-dioxoimidazolidin-1-yl)imidazo-[1,2-a]pyridine-2-carbaldehyde